C(C)N1C2=CC=C(C=C2C=2C=CC=CC12)C(C1=C(C(=CC(=C1)C1OCCC1)OC)C)=O 9-ethyl-6-(2-methyl-5-tetrahydrofuranyl-methoxybenzoyl)-9H-carbazole